5-Oxo-4,5-dihydropyrrolo[1,2-a]quinazoline-2-carbonitrile O=C1NC=2N(C3=CC=CC=C13)C=C(C2)C#N